N1C[C@H](OCC1)CN1C[C@H]2N(C=3C(=NN=C(C3)C3=C(C=CC=C3)O)NC2)CC1 2-((S)-8-(((S)-morpholin-2-yl)methyl)-6,6a,7,8,9,10-hexahydro-5H-pyrazino[1',2':4,5]pyrazino[2,3-c]pyridazin-2-yl)phenol